ClCC1OCCCCO1 2-chloromethyl-1,3-dioxepan